CC([O-])C.[Al+3].CC([O-])C.CC([O-])C aluminium iso-propoxide